NC=1C2=C(N=CN1)SC=C2C#CC=2C(=CC(=C(C2)NC(=O)N2OCC[C@@H]2C2=CC=CC=C2)F)C (R)-N-(5-((4-aminothieno[2,3-d]pyrimidin-5-yl)ethynyl)-2-fluoro-4-methylphenyl)-3-phenylisoxazolidin-2-carboxamide